CS(=O)(=O)C=1C=CC=C2C(=CNC12)C1=NC(=NC=C1C(F)(F)F)N[C@@H]1CN(C[C@@H](C1)OCC1CCN(CC1)C(C=C)=O)C(=O)OC(C)(C)C tert-butyl (3S,5R)-3-[[4-(7-methylsulfonyl-1H-indol-3-yl)-5-(trifluoromethyl) pyrimidin-2-yl] amino]-5-[(1-prop-2-enoyl-4-piperidyl) methoxy]piperidine-1-carboxylate